2-(4-(N-(((S)-piperidin-3-yl)methyl)sulfamoyl)phenyl)cyclopropane-1-carboxamide dihydrochloride Cl.Cl.N1C[C@H](CCC1)CNS(=O)(=O)C1=CC=C(C=C1)C1C(C1)C(=O)N